O.C(C(=O)[O-])(=O)[O-].[K+].[K+] Potassium oxalate, monohydrate